cyclohexan-3-yl acetate C(C)(=O)OC1CCCCC1